N,3-dimethylpyrido[4,3-d][1,2,4]triazolo[4,3-b]pyridazin-6-amine CNC=1C2=C(C=3N(N1)C(=NN3)C)C=CN=C2